2,2-dimethyl-3-oxopropanoate CC(C(=O)[O-])(C=O)C